NC=1C=2N(C=CN1)C(=CC2C2=CC=C(C=C2)NC(=O)C=2C(N(C=CC2OCC)C2=CC=C(C=C2)F)=O)C2CCN(CC2)C(C(C)C)=O N-(4-(1-amino-6-(1-isobutyrylpiperidin-4-yl)pyrrolo[1,2-a]pyrazin-8-yl)phenyl)-4-ethoxy-1-(4-fluorophenyl)-2-oxo-1,2-dihydropyridine-3-carboxamide